(S)-1-(1-Acryloylpyrrolidin-3-yl)-5-amino-3-((5-chloro-1,7-dicyclopropyl-1H-indazol-4-yl)ethynyl)-1H-pyrazole-4-carboxamide C(C=C)(=O)N1C[C@H](CC1)N1N=C(C(=C1N)C(=O)N)C#CC1=C2C=NN(C2=C(C=C1Cl)C1CC1)C1CC1